(S,E)-7-(Dimethylamino)-1-((1-((4-isobutyl-2-methyl-5H-pyrrolo[3,2-d]pyrimidin-6-yl)methyl)-2-oxo-1,2-dihydropyridin-3-yl)amino)-1,7-dioxohept-5-en-2-yl-dimethylcarbamat CN(C(/C=C/CC[C@H](C(=O)NC=1C(N(C=CC1)CC1=CC=2N=C(N=C(C2N1)CC(C)C)C)=O)CN(C([O-])=O)C)=O)C